pentabromophenyl (3-ethyl-3-oxetylmethyl) ether C(C)C1(COC1)COC1=C(C(=C(C(=C1Br)Br)Br)Br)Br